N[C@@H](C(C)C)C(=O)N1CCC(CC1)N1N=CC(=C1C)C=1C=C(C=2N(C1)N=CC2C#N)O[C@H](C)C2=NC=C(C=C2)F 6-(1-(1-(L-valyl)piperidin-4-yl)-5-methyl-1H-pyrazol-4-yl)-4-((R)-1-(5-fluoropyridin-2-yl)ethoxy)pyrazolo[1,5-a]pyridine-3-carbonitrile